ClC=1C(=C(C=CC1)N1CCN(CC1)C(CN1N=C(C=2CCCCC12)C(=O)N1CCN(CC1)C(CO)=O)=O)C 1-(4-(3-chloro-2-methylphenyl)piperazin-1-yl)-2-(3-(4-(2-hydroxyacetyl)piperazine-1-carbonyl)-4,5,6,7-tetrahydro-1H-indazol-1-yl)ethanone